N-(3-(2'-(1-fluorocyclopropane-1-carboxamido)-[2,4'-bipyridin]-4-yl)-4-methylphenyl)-5-(trifluoromethyl)pyridazine-3-carboxamide FC1(CC1)C(=O)NC1=NC=CC(=C1)C1=NC=CC(=C1)C=1C=C(C=CC1C)NC(=O)C=1N=NC=C(C1)C(F)(F)F